2-Acrylamido-2-methyl-1-propanesulfonic acid, sodium salt [Na+].C(C=C)(=O)NC(CS(=O)(=O)[O-])(C)C